ClC1=CC(=C(C=C1Cl)C#N)C#N 2,3-dichloro-5,6-dicyano-benzol